PICOLINONITRILE N1=C(C=CC=C1)C#N